1-(4-ethyl-2-methoxy-5-methylsulfanyl-phenyl)propan-2-amine C(C)C1=CC(=C(C=C1SC)CC(C)N)OC